N-[[4-[5-(3,5-dichloro-4-fluorophenyl)-4,5-dihydro(trifluoromethyl)-3-isoxazolyl]-1-naphthalenyl]carbonyl]glycine methyl ester COC(CNC(=O)C1=CC=C(C2=CC=CC=C12)C1=NOC(C1C(F)(F)F)C1=CC(=C(C(=C1)Cl)F)Cl)=O